3-(((2-(trimethylsilyl)ethoxy)carbonyl)amino)propanoate C[Si](CCOC(=O)NCCC(=O)[O-])(C)C